4-hydroxy-1-azaspiro[4.4]nonane-1-carboxylic acid tert-butyl ester C(C)(C)(C)OC(=O)N1CCC(C12CCCC2)O